methyl 6-(5-(tert-butoxycarbonyl)-2-fluorophenyl)-3-methoxypyrazine-2-carboxylate C(C)(C)(C)OC(=O)C=1C=CC(=C(C1)C1=CN=C(C(=N1)C(=O)OC)OC)F